CC1=C(C(=C(C1(C)[Ru-]Cl)C)C)C (pentamethylcyclopentadienyl)ruthenium (I) chloride